(3R,4R)-1-cyclohexyl-4-{[5-(2,4-difluoro-phenyl)-isoxazole-3-carbonyl]-amino}-piperidine-3-carboxylic acid methyl-phenethyl-amide CN(C(=O)[C@@H]1CN(CC[C@H]1NC(=O)C1=NOC(=C1)C1=C(C=C(C=C1)F)F)C1CCCCC1)CCC1=CC=CC=C1